CNCCN1C(=CC(=C1)[N+](=O)[O-])C(=O)OCC ethyl 1-[2-(methylamino)ethyl]-4-nitro-pyrrole-2-carboxylate